S1C=NC2=C1C=1C=CC(=CC1OC2)CC(=O)N[C@H]2N(C[C@@H](C2)O)C([C@H](C(C)(C)C)NC(CCCCCCC(=O)O)=O)=O 8-(((S)-1-((2S,4R)-2-(((4H-chromeno[3,4-d]thiazol-7-yl)methyl)formamido)-4-hydroxypyrrolidin-1-yl)-3,3-dimethyl-1-oxobutan-2-yl)amino)-8-oxooctanoic acid